C[C@H]1CNC[C@@H](O1)COCC1=CC=CC=C1 (2S,6R)-2-methyl-6-(phenylmethoxymethyl)morpholine